O=C1NC(CCC1NC1=CC(=C(C=C1)N1CCC(CC1)CCC1(CCN(CC1)C(=O)OCC1=CC=CC=C1)F)F)=O benzyl 4-[2-[1-[4-[(2,6-dioxo-3-piperidyl)amino]-2-fluoro-phenyl]-4-piperidyl]ethyl]-4-fluoro-piperidine-1-carboxylate